epsilon-(t-butoxycarbonyl)-lysine C(C)(C)(C)OC(=O)C(CCC[C@H](N)C(=O)O)N